FC1=C(NC2=C(C=C(C=C2)I)F)C(=CC=C1F)C(=O)N1CC(C1)CNC(C)C 2,3-difluoro-N-(2-fluoro-4-iodophenyl)-6-[(3-{[(1-methylethyl)amino]methyl}azetidin-1-yl)carbonyl]aniline